ClC1=CC(=NC2=CC3=CN=CC=C3C=C12)Cl 1,3-dichloro-4,6-diazaanthracene